ClC1=C(NC(=C1Cl)C)C(=O)NC1=C(C=C(C(=O)OC)C=C1)OCC1=NC=CC=N1 methyl 4-(3,4-dichloro-5-methyl-1H-pyrrole-2-carboxamido)-3-(pyrimidin-2-ylmethoxy)benzoate